FC=1C=CC(=C(C(=O)N(C(C)C)C(C)C)C1)OC=1C(=NC=NC1)N1C[C@@H](CC1)CN1CC2(C1)CCN(CC2)S(=O)(=O)N2CCN(CC2)C(CC)=O (S)-5-Fluoro-N,N-diisopropyl-2-((4-(3-((7-((4-propionylpiperazin-1-yl)sulfonyl)-2,7-diazaspiro[3.5]nonan-2-yl)methyl)pyrrolidin-1-yl)pyrimidin-5-yl)oxy)benzamide